3-((2,3,4-trifluorophenoxy)methyl)cyclobutyl 6-oxo-7-oxa-2,5-diazaspiro[3.4]octane-2-carboxylate O=C1NC2(CN(C2)C(=O)OC2CC(C2)COC2=C(C(=C(C=C2)F)F)F)CO1